2-(4-{(E)-3-[(9-Fluorononyl)methylamino]-propenyl}phenyl)-3-(3-hydroxyphenyl)-4-methyl-2H-chromen-6-ol FCCCCCCCCCN(C/C=C/C1=CC=C(C=C1)C1OC2=CC=C(C=C2C(=C1C1=CC(=CC=C1)O)C)O)C